2,4,5-trimethyl-1,3,5-triazine CC=1N=CN(C(N1)C)C